[N+](=[N-])=CC(CC[C@@H](C(=O)OC(C)C)NC(=O)C1(COCC1)O)=O isopropyl (2S)-6-diazo-2-(3-hydroxytetrahydrofuran-3-carboxamido)-5-oxohexanoate